8-amino-N-{3-fluorobicyclo[1.1.1]pentan-1-yl}-6-(4-fluorophenyl)-5-{3-methylimidazo[1,2-a]pyridin-6-yl}imidazo[1,2-a]pyrazine-2-carboxamide NC=1C=2N(C(=C(N1)C1=CC=C(C=C1)F)C=1C=CC=3N(C1)C(=CN3)C)C=C(N2)C(=O)NC23CC(C2)(C3)F